1,5-bis(hydroxy-3-propoxy)naphthalene ethyl-4-bromobutyrate C(C)OC(CCCBr)=O.OC(CC)OC1=CC=CC2=C(C=CC=C12)OC(CC)O